C(C1=CC=CC=C1)OC(\C=C/C(=O)O)=O maleic acid benzyl ester